FC1(CCN(CC1)CCCCCCC(=O)NC1=CC(=CC=C1)C1C(NC(CC1)=O)=O)F 7-(4,4-difluoropiperidin-1-yl)-N-(3-(2,6-dioxopiperidin-3-yl)phenyl)heptanamide